Furylazolol O1C(=CC=C1)C1=C(NC=C1)O